4-(2,6,6-trimethyl-2-cyclohexenyl)-3-buten-2-yl 2-oxo-2-phenylacetate O=C(C(=O)OC(C)C=CC1C(=CCCC1(C)C)C)C1=CC=CC=C1